COC(=O)C=1SC=C(C1NC(C[N+]1(CCCCCC1)CC(=O)NC1=C(SC=C1C)C(NC1COC1)=O)=O)C 1-(2-((2-(methoxycarbonyl)-4-methylthiophen-3-yl)amino)-2-oxoethyl)-1-(2-((4-methyl-2-(oxetan-3-ylcarbamoyl)thiophen-3-yl)amino)-2-oxoethyl)azepan-1-ium